CCCCCCCC/C=C\\CCCCCCCC(=O)OC[C@H](COP(=O)([O-])OC1[C@@H]([C@H](C([C@H]([C@H]1O)O)O)O)O)OC(=O)CCC/C=C\\C/C=C\\C/C=C\\C/C=C\\CCCCC The molecule is a 1-acyl-2-arachidonoyl-sn-glycero-3-phospho-D-myo-inositol(1-) obtained by deprotonation of the phosphate OH group of 1-oleoyl-2-arachidonoyl-sn-glycero-3-phospho-1D-myo-inositol; major species at pH 7.3. It is a conjugate base of a 1-oleoyl-2-arachidonoyl-sn-glycero-3-phospho-1D-myo-inositol.